NC1=CC(=NO1)C1CCN(CC1)C(=O)C1=CC(=CC(=C1)C(F)(F)F)C (4-(5-aminoisoxazol-3-yl)piperidin-1-yl)(3-methyl-5-(trifluoromethyl)phenyl)methanone